(2-methylbenzoyl) ketone CC1=C(C(=O)C(=O)C(C2=C(C=CC=C2)C)=O)C=CC=C1